7-iodo-3-isopropyl-thieno[2,3-c]pyridine-2-carboxylic acid ethyl ester C(C)OC(=O)C1=C(C=2C(=C(N=CC2)I)S1)C(C)C